4-(4-((2-fluoroethyl)sulfonamido)phenyl)-1H-pyrrolo[2,3-b]pyridin FCCS(=O)(=O)NC1=CC=C(C=C1)C1=C2C(=NC=C1)NC=C2